2-Chloro-5-fluoro-N-(4-nitrophenethyl)chinolin-4-amin ClC1=NC2=CC=CC(=C2C(=C1)NCCC1=CC=C(C=C1)[N+](=O)[O-])F